S(=O)(=O)(OC(F)F)OCCC(F)(F)F (difluoromethyl) (3,3,3-trifluoropropyl) sulfate